1-[(4-chloro-1H-imidazol-1-yl)methyl]-4-(3,4,5-trifluorophenyl)pyrrolidin-2-one Sodium [Na].ClC=1N=CN(C1)CN1C(CC(C1)C1=CC(=C(C(=C1)F)F)F)=O